BrC1=CC=CC=2OC(OC21)(C)C2=C(C=C(C=C2)Cl)C 4-bromo-2-(4-chloro-2-methylphenyl)-2-methylbenzo[d][1,3]dioxol